N-(1-cyclobutyl-1H-pyrazol-4-yl)-6-(1H-pyrazol-1-yl)pyridine-2-carboxamide C1(CCC1)N1N=CC(=C1)NC(=O)C1=NC(=CC=C1)N1N=CC=C1